OC1=C(C(=O)C2=CC=C(C=C2)C(C2=C(C(=C(C(=C2)C#N)O)O)O)=O)C=C(C(=C1O)O)C#N p-bis(2,3,4-trihydroxy-5-cyanobenzoyl)benzene